3-bromo-8-methylimidazo[1,2-f]phenanthridine BrC1=CN=C2N1C=1C=CC=C(C1C=1C=CC=CC21)C